FC[C@@]1(C(NCCN1)=O)[2H] (S)-3-(fluoromethyl)piperazin-2-one-3-d